6,6-difluoro-2-oxo-1,2,5,6,7,8-hexahydroquinoline-3-carboxamide FC1(CC=2C=C(C(NC2CC1)=O)C(=O)N)F